(Z)-N-(3-(2-isopropylphenyl)-4-keto-6-(naphthalen-1-yl)-3,4-dihydro-2H-1,3-thiazin-2-ylidene)benzamide C(C)(C)C1=C(C=CC=C1)N1/C(/SC(=CC1=O)C1=CC=CC2=CC=CC=C12)=N/C(C1=CC=CC=C1)=O